C(CCCCCCCCCCC)N1C(CCC1)=O 1-lauryl-2-pyrrolidone